4-amino-1-((2R,3S,4S,5R)-5-ethynyl-3,4-dihydroxy-5-(hydroxymethyl)tetrahydrofuran-2-yl)-5-fluoropyrimidin-2(1H)-one NC1=NC(N(C=C1F)[C@@H]1O[C@@]([C@H]([C@@H]1O)O)(CO)C#C)=O